1-(6-(2-aminopyrimidin-5-yl)-1-methyl-1H-indazol-3-yl)-3-(4-((4-methylpiperazin-1-yl)methyl)-3-(trifluoromethyl)phenyl)urea NC1=NC=C(C=N1)C1=CC=C2C(=NN(C2=C1)C)NC(=O)NC1=CC(=C(C=C1)CN1CCN(CC1)C)C(F)(F)F